C(C)(C)(C)OC(=O)N1C(CCC1)C=1C(=NC2=C(C=CC=C2C1)C)Cl 2-(2-chloro-8-methylquinolin-3-yl)pyrrolidine-1-carboxylic acid tert-butyl ester